(S)-(4-(4-methylpyrazolo[1,5-a]pyridin-2-yl)-1,4,6,7-tetrahydro-5H-imidazo[4,5-c]pyridin-5-yl)(2-(pyridin-2-yl)oxazol-5-yl)methanone CC=1C=2N(C=CC1)N=C(C2)[C@H]2N(CCC1=C2N=CN1)C(=O)C1=CN=C(O1)C1=NC=CC=C1